CN(CC(=O)[O-])S(=O)(=O)C1N(C1)C N-methyl-N-((1-methylaziridin-2-yl)sulfonyl)glycinate